4-(Pyridin-4-yl)indoline-1-carbonitrile N1=CC=C(C=C1)C1=C2CCN(C2=CC=C1)C#N